phenethyl-resorcinol C(CC1=CC=CC=C1)C1=C(O)C=CC=C1O